benzyl (S)-2-((3-((tert-butoxycarbonyl)amino)benzyl) (methyl)amino)-3-methylbutanoate C(C)(C)(C)OC(=O)NC=1C=C(CN([C@H](C(=O)OCC2=CC=CC=C2)C(C)C)C)C=CC1